C1(CC1)C(=O)NC1=NC=C(C(=O)N)C(=C1)NC1=C(C(=CC=C1)C=1C=NN(C1)C1COCC1OC)OC 6-(cyclopropanecarboxamido)-4-((2-methoxy-3-(1-(4-methoxytetrahydrofuran-3-yl)-1H-pyrazol-4-yl)phenyl)amino)nicotinamide